O=C1NC=C(C2=CC=CC=C12)CNC(N)=O 3-((1-oxo-1,2-dihydroisoquinolin-4-yl)methyl)urea